C(CC)OC1C(CCC1)OCCC 1,2-dipropyloxycyclopentane